(1-Cyano-2-ethoxy-2-oxoethylidenaminooxy)dimethylamino-morpholino-carbenium hexafluorophosphat F[P-](F)(F)(F)(F)F.C(#N)C(C(=O)OCC)=NO[C+](N1CCOCC1)N(C)C